[2-[5-(3-Chloropyrazol-1-yl)-3-ethylsulfonyl-2-pyridinyl]-1,3-benzoxazol-5-yl]-ethylimino-oxo-(trifluoromethyl)-lambda6-Sulfane ClC1=NN(C=C1)C=1C=C(C(=NC1)C=1OC2=C(N1)C=C(C=C2)S(C(F)(F)F)(=O)=NCC)S(=O)(=O)CC